C(C)[O+](CC)[B-](F)(F)F.B(F)(F)F trifluoroborate ((diethyloxonio) trifluoroborate)